trishydroxymethyl-aminomethane-hydrochloride Cl.OCC(N)(CO)CO